para-mercaptobenzyl carbamate C(N)(OCC1=CC=C(C=C1)S)=O